C(#N)C=1C=CC(=NC1)CN(C(C(=O)OCC(F)(F)F)=O)CC1=NC=CC=N1 2,2,2-trifluoroethyl 2-(((5-cyanopyridin-2-yl)methyl) (pyrimidin-2-ylmethyl)amino)-2-oxoacetate